1-methyl-3-(5-(piperazin-1-yl)pyridin-2-yl)urea hydrochloride Cl.CNC(=O)NC1=NC=C(C=C1)N1CCNCC1